C1(CCCC1)CCC1=NC(=NO1)C1=CC2=C(N(C=N2)CCCCCC(=O)N2CCCC2)C=C1 6-(5-(5-(2-cyclopentylethyl)-1,2,4-oxadiazol-3-yl)-1H-benzo[d]imidazol-1-yl)-1-(pyrrolidin-1-yl)hexan-1-one